C=1OC(N2C=C3C=CC=CC3=CC21)=O 3H-oxazolo[3,4-b]isoquinolin-3-one